6-bromo-3-((5-(5-(difluoromethyl)-1,3,4-oxadiazole-2-yl)pyridine-2-yl)methyl)benzo[d]thiazole-2(3H)-one BrC1=CC2=C(N(C(S2)=O)CC2=NC=C(C=C2)C=2OC(=NN2)C(F)F)C=C1